tert-butyl racemic-6-(6-(difluoromethyl)-2-(((3s,4r)-3-hydroxytetrahydro-2H-pyran-4-yl) amino) quinazolin-8-yl)-8,8-difluoro-2,6-diazaspiro[3.4]octane-2-carboxylate FC(C=1C=C2C=NC(=NC2=C(C1)N1CC2(CN(C2)C(=O)OC(C)(C)C)C(C1)(F)F)N[C@H]1[C@@H](COCC1)O)F |r|